6-(6-chloropyrimidin-4-yl)-3-fluoropyrazolo[1,5-a]pyrimidine ClC1=CC(=NC=N1)C=1C=NC=2N(C1)N=CC2F